3-benzofuranyl-sulfur O1C=C(C2=C1C=CC=C2)[S]